1-(4-tert-butylphenyl)-3-(2,5-dimethoxystyryl)-5-(2,5-dimethoxyphenyl)-pyrazoline C(C)(C)(C)C1=CC=C(C=C1)N1NC(=CC1C1=C(C=CC(=C1)OC)OC)C=CC1=C(C=CC(=C1)OC)OC